2-amino-6-{[2-(4-chlorophenyl)-2-oxoethyl]sulfanyl}-4-(3-thienyl)pyridine-3,5-dicarbonitrile NC1=NC(=C(C(=C1C#N)C1=CSC=C1)C#N)SCC(=O)C1=CC=C(C=C1)Cl